1-[(2S)-2,3-dihydroxypropyl]Cyclopropene-1-sulfonamide O[C@@H](CC1(C=C1)S(=O)(=O)N)CO